N,N'-diformyl-N,N'-bis-(2,2,6,6-tetramethyl-4-piperidyl)-hexanediamine C(=O)N(C(CCCCC)N(C1CC(NC(C1)(C)C)(C)C)C=O)C1CC(NC(C1)(C)C)(C)C